methyl 2-amino-5-(benzyloxy)-4-bromobenzoate NC1=C(C(=O)OC)C=C(C(=C1)Br)OCC1=CC=CC=C1